ethyl 2-ethoxy-α-cyanocinnamate C(C)OC1=C(C=C(C(=O)OCC)C#N)C=CC=C1